BrC=1C(N(C(=CC1OCC1=C(C=C(C=C1)F)F)C)CC1=NC=C(C(=O)N(C)CCO)C=C1)=O 6-{[3-bromo-4-[(2,4-difluorobenzyl)oxy]-6-methyl-2-oxopyridin-1(2H)-yl]methyl}-N-(2-hydroxyethyl)-N-methylnicotinamide